ClC1=CC2=C(N=N1)N(C=C2)CC(=O)N2CCCC2 2-{3-chloro-7H-pyrrolo[2,3-c]pyridazin-7-yl}-1-(pyrrolidin-1-yl)ethan-1-one